C(#N)C1=CC2=C(C=N1)NC(=N2)SCC(=O)NC2=CC(=C(C=C2)F)O 2-((6-cyano-3H-imidazo[4,5-c]pyridin-2-yl)thio)-N-(4-fluoro-3-hydroxyphenyl)acetamide